2,6-di-methyl-4-methoxypyridine CC1=NC(=CC(=C1)OC)C